4-methyl-3-({[5-(pyrimidin-2-yl)pyridin-3-yl]methyl}amino)benzoic acid CC1=C(C=C(C(=O)O)C=C1)NCC=1C=NC=C(C1)C1=NC=CC=N1